N[C@H](C#CC1=CC2=C(N=C3N2[C@H]2C4=C(C(N([C@@H]3C2)C([2H])([2H])[2H])=O)C=CC=C4OC(F)F)C=C1)C (7R,14R)-11-((S)-3-aminobut-1-yn-1-yl)-1-(difluoromethoxy)-6-(methyl-d3)-6,7-dihydro-7,14-methanobenzo[f]benzo[4,5]imidazo[1,2-a][1,4]diazocin-5(14H)-one